C(=CCCCCCCCCCCCCCCCC)OC[C@@H](OC=CCCCCCCCCCCCCCCCC)COP(=O)([O-])OCC[N+](C)(C)C 1,2-di-O-octadecenyl-sn-Glycero-3-phosphocholine